CC1CC=C(CC1)C(=C)C 4-methyl-1-prop-1-en-2-ylcyclohexene